3,5-dichloropyridazin-4-amine ClC=1N=NC=C(C1N)Cl